4-(5-(4-methoxyphenyl)-3-(trifluoromethyl)-1H-pyrazol-1-yl)-benzenesulfonamide COC1=CC=C(C=C1)C1=CC(=NN1C1=CC=C(C=C1)S(=O)(=O)N)C(F)(F)F